BrC1=C(C=C(C#N)C=C1F)N1C2=CC=CC=C2C=2C=CC=CC12 4-bromo-3-(9H-carbazol-9-yl)-5-fluorobenzonitrile